FC1=CC(=C(C(=O)NC2=C(C=C(C(=C2)C=2C=NC(=NC2)N2CCN(CC2)C(C)C)F)N2C[C@H](N(CC2)C)C)C=C1)C(F)(F)F 4-fluoro-N-[4-fluoro-5-[2-(4-prop-2-ylpiperazin-1-yl)pyrimidin-5-yl]-2-[(3R)-3,4-dimethylpiperazin-1-yl]phenyl]-2-(trifluoromethyl)benzamide